3-(3-bromo-2-hydroxy-5-methyl-phenyl)-3-oxo-propionitrile BrC=1C(=C(C=C(C1)C)C(CC#N)=O)O